4-((1-Hydroxy-2-methylhex-2-yl)amino)-6-methyl-2-(methylthio)pyrimidine-5-carboxylate OCC(CCCC)(C)NC1=NC(=NC(=C1C(=O)[O-])C)SC